1-(methylsulfonyl)piperidin-4-yl 4-(cyclooctylamino)-2-methylene-4-oxobutanoate C1(CCCCCCC1)NC(CC(C(=O)OC1CCN(CC1)S(=O)(=O)C)=C)=O